S-benzyl-L-cysteine hydrochloride Cl.C(C1=CC=CC=C1)SC[C@H](N)C(=O)O